C1(CC1)[C@@H](C=1C=CC2=C(N=C(O2)[C@@H](NC(=O)C2=CC=NN2CC)C2CCC(CC2)(F)F)C1F)N1C(N[C@H](C1)C(F)(F)F)=O N-((S)-(5-((S)-Cyclopropyl((R)-2-oxo-4-(trifluoromethyl)imidazolidin-1-yl)methyl)-4-fluorobenzo[d]oxazol-2-yl)(4,4-difluorocyclohexyl)methyl)-1-ethyl-1H-pyrazole-5-carboxamide